[Cl-].C(=O)(O)C1=C(C=CC=C1)C1C2=CC=C(C=C2OC=2C=C(C=CC12)[NH+](CC)CC)N(CC)CC [9-(2-carboxyphenyl)-6-diethylamino-3-xanthenyl]-diethyl-ammonium chloride